N-(4-(6,6-dimethyl-7-oxo-7,8-dihydro-6H-pyrimido[5,4-b][1,4]oxazin-4-yl)benzyl)sulfamide hydrochloride Cl.CC1(C(NC2=C(O1)C(=NC=N2)C2=CC=C(CNS(=O)(=O)N)C=C2)=O)C